ClC1=C(C(=NC=N1)NC(=O)NCC)F 1-(6-chloro-5-fluoropyrimidin-4-yl)-3-ethylurea